CN1C=NC=C1C=1C=NC=CC1 3-(1-Methyl-1H-imidazol-5-yl)pyridine